6-methyl-5-nitrouracil CC1=C(C(NC(N1)=O)=O)[N+](=O)[O-]